5,7,3'-trihydroxy-4'-isopentenyl-dihydroflavone OC1=C2C(CC(OC2=CC(=C1)O)C1=CC(=C(C=C1)CCC(=C)C)O)=O